C(C)(C)(C)OC(=O)N1[C@H](CN([C@@H](C1)C)C(C(C)C)=O)C1=CC(=CC=C1)O.ON1C(=NOC1NC=1N=CC(=NC1)C(=O)N)C1=CC=C(C=C1)OC(F)(F)F N'-hydroxy-5-((3-(4-(trifluoromethoxy)phenyl)-1,2,4-oxadiazol-5-yl)amino)pyrazine-2-carboxamide (2S,5R)-tert-butyl-2-(3-hydroxyphenyl)-4-isobutyryl-5-methylpiperazine-1-carboxylate